CC1=CC=C(C=C1)C=1C=CC(=CC1)C dimethyl-3,3'-biphenyl